CN1N=NN=C1NC(C1=C(N=C(C=C1)C(F)(F)F)COCC1=NN(C(=N1)SC)C)=O N-(1-methyl-1H-tetrazol-5-yl)-2-(((1-methyl-5-(methylsulfanyl)-1H-1,2,4-triazol-3-yl)methoxy)methyl)-6-(trifluoromethyl)nicotinamide